5-(1H-benzo[d]imidazol-5-yl)thiazole N1C=NC2=C1C=CC(=C2)C2=CN=CS2